7-((2-methyl-1-oxo-2,3-dihydro-1H-isoindol-5-yl)methyl)-2,3-dihydrofuro[3,2-b]pyridine-5-carboxylic acid methyl ester COC(=O)C1=CC(=C2C(=N1)CCO2)CC=2C=C1CN(C(C1=CC2)=O)C